ClC=1C=CC(=C2C=NN(C(C12)=O)COCC[Si](C)(C)C)I 8-chloro-5-iodo-2-((2-(trimethylsilyl)ethoxy)methyl)phthalazin-1(2H)-one